C(CCCCC)NCCO N-hexyl-ethanolamine